5-(4-((1R,5S)-3-azabicyclo[3.1.0]hexan-1-yl)phenyl)-2-amino-N-((1r,4R)-4-hydroxycyclohexyl)nicotinamide TFA salt OC(=O)C(F)(F)F.[C@]12(CNC[C@H]2C1)C1=CC=C(C=C1)C=1C=NC(=C(C(=O)NC2CCC(CC2)O)C1)N